C(CCC\C=C/C=C)O (5Z)-5,7-octadien-1-ol